C(=O)(OC(C)(C)C)N1CCC(CC1)C(=O)NN 1-BOC-4-piperidinylcarboxylic acid hydrazide